4-(4-(2-hydroxyethyl)piperidin-1-yl)-N-(quinolin-8-yl)picolinamide OCCC1CCN(CC1)C1=CC(=NC=C1)C(=O)NC=1C=CC=C2C=CC=NC12